ClC1=C(N)C=CC(=C1)OC1=CC=CC=C1 2-chloro-4-phenoxyaniline